(2-amino-5-(3-methoxypropyl)pyridin-3-yl)piperidine-4-carboxylic acid ethyl ester C(C)OC(=O)C1CCN(CC1)C=1C(=NC=C(C1)CCCOC)N